tertbutyl 6-formyl-3,4-dihydroisoquinoline-2(1H)-carboxylate C(=O)C=1C=C2CCN(CC2=CC1)C(=O)OC(C)(C)C